OC1=NC=2CCCC(C2C=C1)=O 2-hydroxy-7,8-dihydroquinolin-5(6H)-one